C1(=CC=CC=C1)C(CC=1C=NC=CC1C)C1=CC=CC=C1 3-(2,2-diphenylethyl)-4-methylpyridine